CN1N=C(C(=C1)C1=CC=C(N=N1)OC1C[C@@H]2[C@@H](CN(C2)C(=O)OC(C)(C)C)C1)C tert-Butyl (3aR,5r,6aS)-5-[6-(1,3-dimethylpyrazol-4-yl)pyridazin-3-yl]oxy-3,3a,4,5,6,6a-hexahydro-1H-cyclopenta[c]pyrrole-2-carboxylate